Cl.C(C)N1CCN(CC1)CC=1C=C(C=2C(C3=C(C=CC=C3C(C2C1)(C)C)O)=O)O 3-((4-ethylpiperazin-1-yl)methyl)-1,8-dihydroxy-10,10-dimethylanthracene-9(10H)-one hydrochloride